(3S,4R)-4-(4,4-diethyl-2-imino-6-oxo-hexahydropyrimidin-1-yl)-N-[(1R,2R)-2-hydroxyindan-1-yl]-3-methyl-chromane-6-carboxamide C(C)C1(NC(N(C(C1)=O)[C@@H]1[C@@H](COC2=CC=C(C=C12)C(=O)N[C@H]1[C@@H](CC2=CC=CC=C12)O)C)=N)CC